3-(((3,4-dihydroquinazolin-2-yl)thio)methyl)benzo[4,5]Imidazo[2,1-b]Thiazole hydrochloride Cl.N1=C(NCC2=CC=CC=C12)SCC=1N2C(SC1)=NC1=C2C=CC=C1